tert-Butyl (3-((3-((8-carbamoylbenzo[c][2,6]naphthyridin-5-yl)amino)propyl)amino)-3-oxopropyl)((2-chloro-[1,1'-biphenyl]-4-yl)methyl)carbamate C(N)(=O)C=1C=CC2=C(N=C(C3=CC=NC=C23)NCCCNC(CCN(C(OC(C)(C)C)=O)CC2=CC(=C(C=C2)C2=CC=CC=C2)Cl)=O)C1